O=C1CC(C2=CC=C(C=C2C1)N)=NN 3-oxo-9-(6-amino-1-tetralone) hydrazone